(3R)-N-[1-(fluoromethyl)cyclopropyl]-1-{6-[5-(methoxymethoxy)-2,4-dimethyl-1,3-benzoxazol-6-yl]-1,5-naphthyridin-2-yl}pyrrolidin-3-amine FCC1(CC1)N[C@H]1CN(CC1)C1=NC2=CC=C(N=C2C=C1)C1=CC2=C(N=C(O2)C)C(=C1OCOC)C